1-[(1S)-1-(3,5-difluorophenyl)propyl]-5-{[4-(2-fluoro-3-methylpyridin-4-yl)phenyl]methyl}-6-hydroxy-2-[(prop-2-yloxy)methyl]-1,4-dihydropyrimidin-4-one FC=1C=C(C=C(C1)F)[C@H](CC)N1C(=NC(C(=C1O)CC1=CC=C(C=C1)C1=C(C(=NC=C1)F)C)=O)COC(C)C